tert-butyl 3-(6-(5-chloropyrazolo[1,5-a]pyridin-3-yl)pyridin-2-yl)pyrrolidine-1-carboxylate ClC1=CC=2N(C=C1)N=CC2C2=CC=CC(=N2)C2CN(CC2)C(=O)OC(C)(C)C